OC=1C=CC=C2NC=C(CCNCC=C)C12 4-hydroxy-N-allyltryptamine